N1CCC(=CC1)C=1C=C2C=NNC(C2=CC1)=O 6-(1,2,3,6-tetrahydropyridin-4-yl)phthalazin-1(2H)-one